NC1=NC=2C=CC=CC2C2=C1N=C(N2CCCCNC(C2=CC(=C(C=C2)N(C)C)[N+](=O)[O-])=O)CC N-(4-(4-amino-2-ethyl-1H-imidazo[4,5-c]quinolin-1-yl)butyl)-4-(dimethylamino)-3-nitrobenzamide